FC1=C(C=CC=C1)C1CCC(=O)O1 4-(2-fluorophenyl)butyrolactone